4-(1-(3-((4-butoxyphenyl)sulfonyl)-6-(methylsulfinyl)quinolin-4-yl)piperidin-4-yl)thiomorpholine C(CCC)OC1=CC=C(C=C1)S(=O)(=O)C=1C=NC2=CC=C(C=C2C1N1CCC(CC1)N1CCSCC1)S(=O)C